ClC1=CC=C(C=C1)C(C(F)(F)F)NS(=O)(=O)C=1N=CC=2N(C1)C=CN2 N-(1-(4-chlorophenyl)-2,2,2-trifluoroethyl)imidazo[1,2-a]pyrazine-6-sulfonamide